C(#N)C1(CC1)C1=NC(=CC(=C1)C(=O)N[C@@H](C)C=1N(N=CN1)C1=NN(C(C=C1)=O)C)C(F)(F)F 2-(1-cyanocyclopropyl)-N-[(1S)-1-[2-(1-methyl-6-oxo-pyridazin-3-yl)-1,2,4-triazol-3-yl]ethyl]-6-(trifluoromethyl)pyridine-4-carboxamide